FC=1C(=C(C=2C=CN(C2C1)S(=O)(=O)C1=CC=C(C)C=C1)C=O)OC1=CC(=C(C=C1)F)C1=NN(C=C1)C1OCCCC1 6-fluoro-5-(4-fluoro-3-(1-(tetrahydro-2H-pyran-2-yl)-1H-pyrazol-3-yl)phenoxy)-1-tosyl-1H-indole-4-carbaldehyde